(1-methyl-1H-benzo[d][1,2,3]triazol-5-yl)methanol CN1N=NC2=C1C=CC(=C2)CO